5-methylhentriacontane CC(CCCC)CCCCCCCCCCCCCCCCCCCCCCCCCC